(2R,4R)-4-((7-(8-chloronaphthalen-1-yl)-2-(((S)-1-methylpyrrolidin-2-yl)methoxy)-5,6,7,8-tetrahydropyrido[3,4-d]pyrimidin-4-yl)(methyl)amino)-2-methylpyrrolidine-1-carbonitrile ClC=1C=CC=C2C=CC=C(C12)N1CC=2N=C(N=C(C2CC1)N([C@@H]1C[C@H](N(C1)C#N)C)C)OC[C@H]1N(CCC1)C